ClC1=C(C=CC=C1)C1=C(C(=CC=C1)NC(=O)[C@H]1N([C@@H]2C[C@@H]2C1)C(CN1N=C(C2=CC(=CC=C12)C=1C=NC(=CC1)F)C(=O)N)=O)F 1-(2-((1R,3S,5R)-3-(2'-chloro-2-fluorobiphenyl-3-ylcarbamoyl)-2-azabicyclo[3.1.0]hexan-2-yl)-2-oxoethyl)-5-(6-fluoropyridin-3-yl)-1H-indazole-3-carboxamide